C(C1=CC=CC=C1)C=1NC=2N(C(C1)=O)N=C(N2)NCC2=C(C=CC(=C2)C2=NN(C=C2)C)Cl 5-benzyl-2-[[2-chloro-5-(1-methylpyrazol-3-yl)phenyl]methylamino]-4H-[1,2,4]triazolo[1,5-a]pyrimidin-7-one